COCCOCC1CO1 2-methoxyethylglycidylether